CC1=C(N=CN1C1=C2C=CNC(C2=CC=C1)=O)C(=O)NC1=CC(=NC=C1)C(F)(F)F 5-methyl-1-(1-oxo-1,2-dihydroisoquinolin-5-yl)-N-(2-(trifluoromethyl)pyridin-4-yl)-1H-imidazole-4-carboxamide